C1(CC1)C#C[C@@]1(NC(NC2=CC(=CC=C12)CN1C=NC=CC1=O)=O)C(F)(F)F (S)-4-(cyclopropylethynyl)-7-((6-oxopyrimidin-1(6H)-yl)methyl)-4-(trifluoromethyl)-3,4-dihydroquinazolin-2(1H)-one